methyl (1r,4S,6'S)-4-(3-chloroanilino)-6'-[(2R)-3-hydroxy-2-methylpropyl]-2'-methyl-6',7'-dihydro-2'H-spiro[cyclohexane-1,5'-indeno[5,6-d][1,3]dioxole]-4-carboxylate ClC=1C=C(NC2(CCC3([C@H](CC4=CC=5OC(OC5C=C34)C)C[C@H](CO)C)CC2)C(=O)OC)C=CC1